(1-methyl-2-bromo-1H-imidazole-5-yl)methanol ethyl-ferulate (ethyl-3-(4-hydroxy-3-methoxyphenyl)acrylate) C(C)C(C(=O)O)=CC1=CC(=C(C=C1)O)OC.C(C)/C(/C(=O)O)=C\C1=CC(OC)=C(O)C=C1.CN1C(=NC=C1CO)Br